6-(2-(2-methyl-6-(trifluoromethyl)pyrimidin-4-yl)-2,6-diazaspiro[3.4]octan-6-yl)-1-(tetrahydro-2H-pyran-2-yl)-3-vinyl-1H-pyrazolo[3,4-d]pyrimidine CC1=NC(=CC(=N1)N1CC2(C1)CN(CC2)C2=NC=C1C(=N2)N(N=C1C=C)C1OCCCC1)C(F)(F)F